FC1=CC=C(C=C1)C#CC1=C(C=2COCCC2S1)C(=O)N[C@@H](C)C1=CC=C(C(=O)O)C=C1 (S)-4-(1-(2-((4-fluorophenyl)ethynyl)-6,7-dihydro-4H-thieno[3,2-c]pyran-3-carboxamido)ethyl)benzoic acid